tert-Butyl N-[(1R,3S)-3-(prop-2-enoylamino)cyclohexyl]carbamate C(C=C)(=O)N[C@@H]1C[C@@H](CCC1)NC(OC(C)(C)C)=O